2-Hydroxy-3-methoxybenzyl alcohol OC1=C(CO)C=CC=C1OC